5-ethyl-5-hydroxy-4-(1H-indol-2-yl)-N-methoxy-2-carbonyl-2,5-dihydrofuran-3-carboxamide C(C)C1(C(=C(C(O1)=C=O)C(=O)NOC)C=1NC2=CC=CC=C2C1)O